Ethyl 4-(6-methoxy-2,3-dihydro-4H-benzo[b][1,4]oxazin-4-yl)butanoate COC1=CC2=C(OCCN2CCCC(=O)OCC)C=C1